4',5,6,7,8-pentamethoxyflavone COC1=CC=C(C=2OC3=C(C(=C(C(=C3C(C2)=O)OC)OC)OC)OC)C=C1